pyrazolat N1N=C(C=C1)C(=O)[O-]